(S,Z)-(4-(Benzo[d][1,3]dioxolan-4-yl)phenyl)(2-(hydroxymethyl)-4-(methoxyimino)pyrrolidin-1-yl)methanone O1COC2=C1C=CC=C2C2=CC=C(C=C2)C(=O)N2[C@@H](C/C(/C2)=N/OC)CO